tert-butyl (2-(2-fluoro-5-nitrophenyl)propyl)carbamate FC1=C(C=C(C=C1)[N+](=O)[O-])C(CNC(OC(C)(C)C)=O)C